4-(cyclobutylamino)-2-(((1r,4r)-4-methoxycyclohexyl)amino)pyrimidine-5-carbonitrile C1(CCC1)NC1=NC(=NC=C1C#N)NC1CCC(CC1)OC